BrC=1C(N(C=NC1NCCN1CCCC1)CC1(CCN(CC1)C(C[C@@H](C)C1=CC=CC=C1)=O)O)=O (R)-5-Bromo-3-((4-hydroxy-1-(3-phenylbutanoyl)piperidin-4-yl)methyl)-6-((2-(pyrrolidin-1-yl)ethyl)amino)pyrimidin-4(3H)-one